ClC=1C=C2C(=CN=C(C2=CN1)N1[C@@H]([C@H](C1)CS(=O)(=O)C)C)C(C)C 6-chloro-1-[(2R,3S)-3-(methanesulfonylmethyl)-2-methylazetidin-1-yl]-4-(propan-2-yl)-2,7-naphthyridine